trans-3-amino-6'-chloro-2'-methyl-1',2'-dihydro-3'h-spiro[cyclobutane-1,4'-isoquinolin]-3'-one maleate C(\C=C/C(=O)O)(=O)O.NC1CC2(C(N(CC3=CC=C(C=C23)Cl)C)=O)C1